4-chloro-1-{[2-(trimethylsilyl)ethoxy]methyl}-1H-pyrrolo[2,3-b]pyridine ClC1=C2C(=NC=C1)N(C=C2)COCC[Si](C)(C)C